(R)-2-((1-(3-cyano-2-((cyclopropylmethyl)(methyl)amino)-7-methyl-4-oxo-4H-pyrido[1,2-a]pyrimidin-9-yl)ethyl)amino)benzoic acid C(#N)C1=C(N=C2N(C1=O)C=C(C=C2[C@@H](C)NC2=C(C(=O)O)C=CC=C2)C)N(C)CC2CC2